di(trifluoromethyl) vinyl phosphate P(=O)(OC(F)(F)F)(OC(F)(F)F)OC=C